C(CCC)[Sn](CC(=O)OCC)(CCCC)CCCC ethyl 2-tributylstannylacetate